2-fluoro-5-((4-oxo-7-(2,2,2-trifluoroethyl)-3,4-dihydrophthalazin-1-yl)methyl)benzoic acid FC1=C(C(=O)O)C=C(C=C1)CC1=NNC(C2=CC=C(C=C12)CC(F)(F)F)=O